N-[(1-propyl-1H-pyrazol-3-yl)methyl]-4-(1H-pyrrolo[3,2-c]pyridin-4-yl)benzamide C(CC)N1N=C(C=C1)CNC(C1=CC=C(C=C1)C1=NC=CC2=C1C=CN2)=O